C(C)(C)C1=CC=C(C=C2C(NC(S2)=O)=O)C=C1 5-(4'-isopropylbenzylidene)-2,4-dioxotetrahydro-1,3-thiazole